BrC=1C(=CC(=NC1)C(F)(F)F)C=NS(=O)C(C)(C)C N-((5-bromo-2-(trifluoromethyl)pyridin-4-yl)methylene)-2-methylpropan-2-sulfinamide